[Br].FC1=CC=C(C=C1)CN para-fluorobenzenemethylamine bromine